1-[5-[(3R)-3-amino-5-[(4-chlorophenyl)methyl]-8-fluoro-1,1,4-trioxo-2,3-dihydro-1λ6,5-benzothiazepin-7-yl]-1,3,4-oxadiazol-2-yl]cyclopropanecarbonitrile N[C@H]1CS(C2=C(N(C1=O)CC1=CC=C(C=C1)Cl)C=C(C(=C2)F)C2=NN=C(O2)C2(CC2)C#N)(=O)=O